methyl 7-[4-[2-[(1-tert-butoxycarbonyl-4-piperidyl)oxy]ethoxy]phenoxy]-1-methyl-indazole-5-carboxylate C(C)(C)(C)OC(=O)N1CCC(CC1)OCCOC1=CC=C(OC=2C=C(C=C3C=NN(C23)C)C(=O)OC)C=C1